2-[5-[1-(2-Fluoro-6-methyl-phenyl)-piperidin-4-yl]-6-oxo-7-(2-trifluoromethyl-benzyl)-4,5,6,7-tetrahydro-pyrazolo[3,4-d]pyrimidin-2-ylmethyl]-pyrrolidin FC1=C(C(=CC=C1)C)N1CCC(CC1)N1C(N(C=2C(C1)=CN(N2)CC2NCCC2)CC2=C(C=CC=C2)C(F)(F)F)=O